C1=C(C=C(C=C1[N+](=O)[O-])Br)[N+](=O)[O-] 3,5-dinitrobromobenzene